6-[8-(1,3-benzothiazol-2-ylcarbamoyl)-3,4-dihydroisoquinolin-2(1H)-yl]-3-(1-{[1-(2-methoxyethyl)cyclohexyl]methyl}-5-methyl-1H-pyrazol-4-yl)pyridine-2-carboxylic acid S1C(=NC2=C1C=CC=C2)NC(=O)C=2C=CC=C1CCN(CC21)C2=CC=C(C(=N2)C(=O)O)C=2C=NN(C2C)CC2(CCCCC2)CCOC